6'-((1S,3S)-3-((5-(difluoromethoxy)-4-methylpyrimidin-2-yl)amino)cyclopentyl)-2H-[1,3'-bipyridyl]-2-one FC(OC=1C(=NC(=NC1)N[C@@H]1C[C@H](CC1)C1=CC=C(C=N1)N1C(C=CC=C1)=O)C)F